O=S1(NNC(CC1)CC1NNS(CC1)(=O)=O)=O 4-[(1,1-Dioxothiadiazinan-4-yl)methyl]thiadiazinan-1,1-dioxid